FC=1C=C(C=C(C1)OC)C=CC(C)=O 4-(3-fluoro-5-methoxyphenyl)but-3-en-2-one